N-(6-(6-(2-ethoxyethoxy)pyridin-3-yl)-1-(3-fluorophenyl)-1H-pyrazolo[3,4-d]pyrimidin-4-yl)-5-nitrothiophene-2-carboxamide C(C)OCCOC1=CC=C(C=N1)C1=NC(=C2C(=N1)N(N=C2)C2=CC(=CC=C2)F)NC(=O)C=2SC(=CC2)[N+](=O)[O-]